N-[(6-Amino-2-pyridyl)sulfonyl]-6-(4-isopropoxyphenyl)-2-(2,2,4-trimethylpyrrolidin-1-yl)pyridin-3-carboxamid NC1=CC=CC(=N1)S(=O)(=O)NC(=O)C=1C(=NC(=CC1)C1=CC=C(C=C1)OC(C)C)N1C(CC(C1)C)(C)C